N-({2-fluoro-4-[5-(trifluoromethyl)-1,2,4-oxadiazol-3-yl]phenyl}methyl)-1,1-dioxo-N-[3-(trifluoromethyl)phenyl]-1lambda~6~-thiane-4-carboxamide FC1=C(C=CC(=C1)C1=NOC(=N1)C(F)(F)F)CN(C(=O)C1CCS(CC1)(=O)=O)C1=CC(=CC=C1)C(F)(F)F